BrC1=C(C(=C(C=C1)OC)F)F 4-bromo-2,3-difluoroanisole